2-({7-amino-4-[3-(3-methoxyphenyl)-1H-indazol-5-yl]-1-oxo-2,3-dihydro-1H-isoindol-2-yl}methyl)prop-2-enamide NC=1C=CC(=C2CN(C(C12)=O)CC(C(=O)N)=C)C=1C=C2C(=NNC2=CC1)C1=CC(=CC=C1)OC